7-amino-2'-(((R)-1-methylpyrrolidin-3-yl)methoxy)-4'-(1,4-oxazepan-4-yl)-3,4,5',8'-tetrahydro-2H-spiro[naphthalene-1,7'-pyrano[4,3-d]pyrimidine]-8-carbonitrile NC1=CC=C2CCCC3(CC=4N=C(N=C(C4CO3)N3CCOCCC3)OC[C@H]3CN(CC3)C)C2=C1C#N